FC=1C=C(OC2=CC=C3CCN(CC3=C2)C(=O)C2CN(CCC2)C(=O)OC(C)(C)C)C=CC1C(F)(F)F tert-butyl 3-(7-(3-fluoro-4-(trifluoromethyl)phenoxy)-1,2,3,4-tetrahydro-isoquinoline-2-carbonyl)-piperidine-1-carboxylate